CN1N=CC(=C1)N1CCNCC1 (1-methyl-1H-pyrazol-4-yl)piperazine